chloro-1,3-dimethylimidazolinium hexafluorophosphate F[P-](F)(F)(F)(F)F.Cl[N+]1(CN(CC1)C)C